C(#N)[C@]1([C@@H](C1)C1=CC=CC=C1)C1=NC=CC=C1C#N 2-[(1R,2S)-1-cyano-2-phenyl-cyclopropyl]pyridine-3-carbonitrile